C(C=C)NC1=CC=C(C=C1)F allyl-4-fluoroaniline